6,7-difluoro-8-methoxynaphthalene-1,3-diyl bis(trifluoromethanesulfonate) FC(S(=O)(=O)OC1=CC(=CC2=CC(=C(C(=C12)OC)F)F)OS(=O)(=O)C(F)(F)F)(F)F